2,2,2-Trifluoroethyl 2-oxo-2-[(2R,5S)-5-methyl-2-(6-quinolyl)-1-piperidyl]acetate O=C(C(=O)OCC(F)(F)F)N1[C@H](CC[C@@H](C1)C)C=1C=C2C=CC=NC2=CC1